C(C)(C)(CC)C=1C=C(C2=C(N=C(O2)C2=CC=CC=C2)C1)C(C)(C)CC 5,7-di-tert-amyl-2-phenylbenzoxazole